O1CCC2=C1C=CC(=C2)COC2=C(C=C(C=C2)NC2=C(C=1N=C(C=NC1C=C2)N2CCOCC2)C#N)OC 6-(4-((2,3-dihydrobenzofuran-5-yl)methoxy)-3-methoxyphenylamino)-3-morpholino-quinoxaline-5-carbonitrile